2-amino-N-((5-(3-methoxyoxetane-3-yl)pyridin-2-yl)methyl)-N',3-dimethyl-N'-(pyrimidin-2-yl)quinoline-6-carbohydrazide NC1=NC2=CC=C(C=C2C=C1C)C(=O)N(N(C1=NC=CC=N1)C)CC1=NC=C(C=C1)C1(COC1)OC